COC1=C(C(=O)P(C2=C(C=CC(=C2)C)C)(C(C2=C(C=CC=C2OC)OC)=O)=O)C(=CC=C1)OC bis-(2,6-dimethoxybenzoyl)-2,5-dimethylphenylphosphine oxide